6-acetyl-2-hydroxypyridine C(C)(=O)C1=CC=CC(=N1)O